CC(C(=O)NC=1C=C2C=CN(C2=CC1)C)CC 2-methyl-N-(1-methylindol-5-yl)butyramide